dichlorodi(pyridin-2-yl)silane Cl[Si](C1=NC=CC=C1)(C1=NC=CC=C1)Cl